C1(CC1)NC(C1=C(C=C(C=C1OC)C1=CN=C2N1C=CC(=C2)OCC2CN(CC2)C(C)C)OC(F)F)=O N-cyclopropyl-2-(difluoromethoxy)-4-[7-[(1-isopropylpyrrolidin-3-yl)methoxy]imidazo[1,2-a]pyridin-3-yl]-6-methoxy-benzamide